(2-(1-(tert-butoxycarbonyl)-3-fluoropiperidine-3-carboxamido)pyrimidin-5-yl)boronic acid C(C)(C)(C)OC(=O)N1CC(CCC1)(C(=O)NC1=NC=C(C=N1)B(O)O)F